3-(3-fluoro-4-hydroxy-2-methoxyphenyl)-4,5-dimethyl-5-(trifluoromethyl)tetrahydrofuran-2-ol FC=1C(=C(C=CC1O)C1C(OC(C1C)(C(F)(F)F)C)O)OC